1-(2-((3R)-1-(5-(2,6-DIOXOPIPERIDIN-3-YL)PYRIDIN-2-YL)PYRROLIDIN-3-YL)ACETYL)-4-METHYLPIPERIDINE-4-CARBOXYLIC ACID O=C1NC(CCC1C=1C=CC(=NC1)N1C[C@H](CC1)CC(=O)N1CCC(CC1)(C(=O)O)C)=O